dithiosuberate C(CCCCCCC(=S)[O-])(=S)[O-]